tert-butyl (3R)-4-{5-amino-6-[(pyridazin-4-yl)amino]pyridin-2-yl}-3-methylpiperazine-1-carboxylate NC=1C=CC(=NC1NC1=CN=NC=C1)N1[C@@H](CN(CC1)C(=O)OC(C)(C)C)C